6-bromo-[1,2,4]triazolo[4,3-a]pyridin-3-amine BrC=1C=CC=2N(C1)C(=NN2)N